6-methyl-4-[(1-methylcyclopropyl)amino]-N-[5-(morpholin-4-yl)pyridin-2-yl]furo[2,3-d]pyrimidine-5-carboxamide CC1=C(C2=C(N=CN=C2NC2(CC2)C)O1)C(=O)NC1=NC=C(C=C1)N1CCOCC1